(1R,2S)-7-(ethylsulfonyl)-2-((S)-5H-imidazo[5,1-a]isoindol-5-yl)-7-azaspiro[3.5]nonan-1-ol C(C)S(=O)(=O)N1CCC2(C[C@H]([C@H]2O)[C@@H]2N3C(C4=CC=CC=C24)=CN=C3)CC1